(R)-3-(4-(1-(3-(1-(((R)-1-(3-(difluoromethyl)-2-fluorophenyl)ethyl)amino)-4-methylpyrido[3,4]pyridazin-7-yl)benzyl)piperidin-4-yl)phenyl)-3-methylpiperidine-2,6-dione FC(C=1C(=C(C=CC1)[C@@H](C)NN1NC=C(C2=C1C=C(N=C2)C=2C=C(CN1CCC(CC1)C1=CC=C(C=C1)[C@@]1(C(NC(CC1)=O)=O)C)C=CC2)C)F)F